The molecule is an unsaturated fatty acyl-CoA that results from the formal condensation of the thiol group of coenzyme A with the carboxy group of (23Z,26Z,29Z,32Z,35Z)-3-oxooctatriacontapentaenoic acid. It is a 3-oxo-fatty acyl-CoA, an unsaturated fatty acyl-CoA and an ultra-long-chain fatty acyl-CoA. It is a conjugate acid of a (23Z,26Z,29Z,32Z,35Z)-3-oxooctatriacontapentaenoyl-CoA(4-). CC/C=C\\C/C=C\\C/C=C\\C/C=C\\C/C=C\\CCCCCCCCCCCCCCCCCCCC(=O)CC(=O)SCCNC(=O)CCNC(=O)[C@@H](C(C)(C)COP(=O)(O)OP(=O)(O)OC[C@@H]1[C@H]([C@H]([C@@H](O1)N2C=NC3=C(N=CN=C32)N)O)OP(=O)(O)O)O